1-ethyl-5-oxo-4-(((1R,10aS)-3-Carbonyl-1,5,10,10a-tetrahydro-3H-oxazolo[3,4-b]isoquinolin-1-yl)methyl)-2,3,4,5-tetrahydro-1H-Benzo[e][1,4]diazepine C(C)N1CCN(C(C2=C1C=CC=C2)=O)C[C@H]2OC(N1CC=3C=CC=CC3C[C@H]12)=C=O